4,5-dimethyl-6-[3-(4-pyridyl)-7,8-dihydro-5H-1,6-naphthyridin-6-yl]pyridazine-3-carbonitrile CC1=C(N=NC(=C1C)N1CC=2C=C(C=NC2CC1)C1=CC=NC=C1)C#N